C1(CC1)CCN(C1=C2CN(C(C2=CC=C1)=O)C1C(NC(CC1)=O)=O)C1CCC(CC1)NCC1(CC1)S(=O)(=O)C 3-(4-((2-cyclopropylethyl)((1r,4r)-4-(((1-(methylsulfonyl)cyclopropyl)methyl)amino)cyclohexyl)amino)-1-oxoisoindolin-2-yl)piperidine-2,6-dione